BrC=1C=C(C=CC1)C1=NC2=C(N1C1=CC(=C(C(=C1)OC)OC)OC)C=CC=C2 2-(3-bromophenyl)-1-(3,4,5-trimethoxyphenyl)-1H-benzo[d]imidazole